p-bromophenyl benzoate C(C1=CC=CC=C1)(=O)OC1=CC=C(C=C1)Br